6,8-dichloro-2-trifluoromethyl-2H-1-benzothiopyran-3-carboxylic acid ClC=1C=C(C2=C(C=C(C(S2)C(F)(F)F)C(=O)O)C1)Cl